(E)-3',3'''-(2,5-dimethylhex-3-ene-2,5-diyl)bis(2'-methoxy-2,4,6-trimethyl-1,1'-biphenyl) CC(C)(\C=C\C(C)(C)C=1C(=C(C=CC1)C1=C(C=C(C=C1C)C)C)OC)C=1C(=C(C=CC1)C1=C(C=C(C=C1C)C)C)OC